1-methyl-1-propylpyrrolidinium trifluoroacetate FC(C(=O)[O-])(F)F.C[N+]1(CCCC1)CCC